N1=CC=C(C=C1)C1=C2CCO[C@H](C2=CC=C1)CNC(OC(C)(C)C)=O |r| Racemic-tert-butyl (5-(pyridin-4-yl)isochroman-1-yl)methylcarbamate